(2r,5s)-2-ethyl-5-methyl-2,3,4,5-tetrahydropyrido[2,3-f][1,4]oxazepine C(C)[C@H]1OC2=C([C@@H](NC1)C)N=CC=C2